Cl.OCC1=CC=C(C=C1)C1(N=C2N=CC=CC2=C1)C(CCC(=O)O)C(=O)O.C(#N)C=1C=C(C=CC1)C=1N=C(SC1)NC(CC1=CC=C(OC2=NC=CC=C2C(=O)N)C=C1)=O 2-(4-(2-((4-(3-cyanophenyl)thiazol-2-yl)amino)-2-oxoethyl)phenoxy)pyridine-3-carboxamide 2-(4-(hydroxymethyl)phenyl)-7-azaindoleglutarate HCl salt